2-butanoyl-5-(2-chloroethyl)-3-hydroxy-cyclohex-2-enone C(CCC)(=O)C=1C(CC(CC1O)CCCl)=O